5-[2-(2-{N-[(quinolin-3-yl)methyl]formamido}phenyl)ethynyl]-pyridine-2-carboxylic acid N1=CC(=CC2=CC=CC=C12)CN(C=O)C1=C(C=CC=C1)C#CC=1C=CC(=NC1)C(=O)O